(S)-(4-(4-chloropyrazolo[1,5-a]pyridin-2-yl)-6,7-dihydro-1H-imidazo[4,5-c]pyridin-5(4H)-yl)(6-methoxypyrazolo[1,5-a]pyridin-3-yl)methanone ClC=1C=2N(C=CC1)N=C(C2)[C@H]2N(CCC1=C2N=CN1)C(=O)C=1C=NN2C1C=CC(=C2)OC